COC1=NC=CC(=C1)NC1=C(C(=NN1)C1=CC=C(C=C1)NC(=O)N1CC(CC1)C=1C=NN(C1)C)C(=O)N 5-((2-methoxypyridin-4-yl)amino)-3-(4-(3-(1-methyl-1H-pyrazol-4-yl)pyrrolidine-1-carboxamido)phenyl)-1H-pyrazole-4-carboxamide